C1(CC1)C1=C(C=CC=C1)[C@H]1N(CCC1)C(=O)OC(C)(C)C tert-butyl (S)-2-(2-cyclopropylphenyl)pyrrolidine-1-carboxylate